C(N)(=O)C1=CC(=NC2=C1N=CN=C2N[C@@H]2CN(CCC2)C(=O)OC(C)(C)C)C#N tert-butyl (S)-3-((8-carbamoyl-6-cyanopyrido[3,2-d]pyrimidin-4-yl)amino)piperidine-1-carboxylate